CC1(COC1)COCC1(COC1)CC 3-Methyl-3-[(3-ethyloxetan-3-yl)methoxymethyl]oxetan